(S)-6-(5-(((2-(7-fluoro-1-methyl-2-oxo-1,2-dihydroquinolin-8-yl)ethyl)amino)methyl)-2-oxooxazolidin-3-yl)-2H-pyrazino[2,3-b][1,4]oxazin FC1=CC=C2C=CC(N(C2=C1CCNC[C@H]1CN(C(O1)=O)C1=NC2=C(OCC=N2)N=C1)C)=O